2-oxo-(3,4,5-tribromobenzene) O=C1CC=C(C(=C1Br)Br)Br